CC1(OB(OC1(C)C)\C=C/C(=O)OCC)C ethyl (2Z)-3-(4,4,5,5-tetramethyl-1,3,2-dioxaborolan-2-yl)prop-2-enoate